4-amino-6-[(6-aminopyridine-3-yl)ethynyl]-N-[4-(methoxymethyl)phenyl]-7-(1-Methylcyclopropyl)-7H-pyrrolo[2,3-d]pyrimidine-5-carboxamide NC=1C2=C(N=CN1)N(C(=C2C(=O)NC2=CC=C(C=C2)COC)C#CC=2C=NC(=CC2)N)C2(CC2)C